8-isopropyl-6,7-dimethoxy-1,1-dimethyl-1,10-dihydro-2H-dibenzo[a,d][7]annulen-2-one C(C)(C)C=1C(=C(C2=C(CC=C3C(=C2)C=CC(C3(C)C)=O)C1)OC)OC